FC(C1=CC(=NC(=C1)[C@]1(COCC1)OC)C=1C=C(N2C=NC(=CC21)NC(=O)N)C)F (R)-1-(5-(4-(Difluoromethyl)-6-(3-methoxytetrahydrofuran-3-yl)pyridine-2-yl)-7-methylpyrrolo[1,2-c]pyrimidin-3-yl)urea